N-((1S,4S)-4-(2-oxa-6-azaspiro[3.3]heptan-6-yl)cyclohexyl)-2-(3-((2-methyl-4-(methylsulfonyl)phenyl)amino)prop-1-yn-1-yl)-1-(2,2,2-trifluoroethyl)-1H-indol-4-amine C1OCC12CN(C2)C2CCC(CC2)NC=2C=1C=C(N(C1C=CC2)CC(F)(F)F)C#CCNC2=C(C=C(C=C2)S(=O)(=O)C)C